FC1=C(C=C(C=C1)C1=CC=CC=C1)C(C)(C)NC(OC1CN2CCC1CC2)=O 1-azabicyclo[2.2.2]oct-3-yl [2-(4-fluorobiphenyl-3-yl)propan-2-yl]carbamate